(R)-3-(3-(3-amino-2,5-difluoro-4-methylphenyl)-1,2,4-oxadiazol-5-yl)piperidine-1-carboxylic acid methyl ester COC(=O)N1C[C@@H](CCC1)C1=NC(=NO1)C1=C(C(=C(C(=C1)F)C)N)F